3-(tert-butyl)-N-(2-(3-hydroxycyclobutyl)-8-(2-((1-methyl-1H-pyrazol-4-yl)amino)pyrimidin-4-yl)-2,3,4,5-tetrahydro-1H-benzo[c]azepin-5-yl)-1,2,4-oxadiazole-5-carboxamide C(C)(C)(C)C1=NOC(=N1)C(=O)NC1C2=C(CN(CC1)C1CC(C1)O)C=C(C=C2)C2=NC(=NC=C2)NC=2C=NN(C2)C